C(C)(C)(C)OC(=O)NC1(CN(CC1)C1=CC=C(C(=C1CN1C2=NC=NC(=C2N=C1)NC(OC(C)(C)C)=O)C(F)(F)F)F)CCC1=NC=CC=C1 tert-butyl (9-(6-(3-((tert-butoxycarbonyl)amino)-3-(2-(pyridin-2-yl)ethyl)pyrrolidin-1-yl)-3-fluoro-2-(trifluoromethyl)benzyl)-9H-purin-6-yl)carbamate